5-methoxy-1,3-dioxoisoindoline COC=1C=C2C(NC(C2=CC1)=O)=O